tert-butyl (R)-4-(3,5-dimethylpyridin-2-yl)-3-methylpiperazine-1-carboxylate CC=1C(=NC=C(C1)C)N1[C@@H](CN(CC1)C(=O)OC(C)(C)C)C